CC1=CC(=NC=C1OC1=CC(=C2C(=N1)N(C=N2)C)NC2=NC=C(C=C2)C(=O)N2CC1(C2)CN(C1)C)C#N 4-methyl-5-[3-methyl-7-[[5-(6-methyl-2,6-diazaspiro[3.3]heptane-2-carbonyl)-2-pyridyl]amino]imidazo[4,5-b]pyridin-5-yl]oxy-pyridine-2-carbonitrile